di-tert-butoxydisilane C(C)(C)(C)O[SiH]([SiH3])OC(C)(C)C